monopotassium glutamate N[C@@H](CCC(=O)O)C(=O)[O-].[K+]